O=C1C2=C(C3=C1C=NC1=CC=C(C=C31)NC3=CC=NC=C3C#N)C=NC(=N2)C(F)(F)F 4-((7-oxo-9-(trifluoromethyl)-7H-pyrimido[5',4':3,4]cyclopenta[1,2-c]quinolin-2-yl)amino)nicotinonitrile